(S)-2-methyl-N-((R)-1-(5-phenylthiophen-2-yl)ethyl)propane-2-sulfinamide CC(C)(C)[S@](=O)N[C@H](C)C=1SC(=CC1)C1=CC=CC=C1